ClC(C1=NC(=NO1)C=1C=C(C=CC1)C(C(=O)O)C(=O)O)Cl 2-(3-(5-(dichloromethyl)-1,2,4-oxadiazol-3-yl)phenyl)malonic acid